FC=1C=C2C=NN(C2=C(C1O)C)COCC[Si](C)(C)C 5-fluoro-7-methyl-1-((2-(trimethylsilyl)ethoxy)methyl)-1H-indazol-6-ol